C=CCCCCCCCCCCCCCCCCCCCCCCCCCC 1-Octacosene